ClC=1C(=NC(=NC1C)N1CC(CCC1)C1CCN(CC1)C(=O)[O-])NC(C)C1=C(C=C(C=C1)Cl)Cl 1-(5-chloro-4-(((l)-1-(2,4-dichlorophenyl)ethyl)amino)-6-methylpyrimidin-2-yl)-[3,4'-bipiperidine]-1'-carboxylate